[Si](C1=CC=CC=C1)(C1=CC=CC=C1)(C(C)(C)C)OCC12CC(CN2C(C(C1)F)=S)F 7a-(((tert-butyl-diphenylsilyl)oxy)methyl)-2,6-difluorohexahydro-3H-pyrrolizine-3-thione